(6-(3-methoxypropoxy)pyridazin-3-yl)methanol chlorine [Cl].COCCCOC1=CC=C(N=N1)CO